C(C)(=O)[O-].C(C)(=O)[O-].[K+].CNCC(=O)O.[K+] methyl-glycine potassium diacetate